bis(1,2,2,6,6-pentamethyl-4-piperidyl) 2-n-butyl-2-(3,5-di-t-butyl-4-hydroxybenzyl)malonate C(CCC)C(C(=O)OC1CC(N(C(C1)(C)C)C)(C)C)(C(=O)OC1CC(N(C(C1)(C)C)C)(C)C)CC1=CC(=C(C(=C1)C(C)(C)C)O)C(C)(C)C